COC=1C=2N(C=C(C1)C=1C=NN(C1)C1CCN(CC1)C(=O)C1CN(C1)C(C#C)=O)N=CC2C#N 4-methoxy-6-(1-(1-(1-propioloylazetidine-3-carbonyl)piperidin-4-yl)-1H-pyrazol-4-yl)pyrazolo[1,5-a]pyridine-3-carbonitrile